methyl-N-(3-(pyrrolidin-1-yl)phenyl)-[1,2,4]triazolo[4,3-a]quinazolin-5-amine CC1=NN=C2N1C1=CC=CC=C1C(=N2)NC2=CC(=CC=C2)N2CCCC2